C(C)(C)(C)OC(=O)N[C@@H](COCCCC(=O)OCC)C=1N(C=C(N1)C=1C(=NC2=CC=CC=C2C1)OC)COCC[Si](C)(C)C (R)-ethyl 4-(2-((tert-butoxycarbonyl)amino)-2-(4-(2-methoxyquinolin-3-yl)-1-((2-(trimethylsilyl)ethoxy)methyl)-1H-imidazol-2-yl)ethoxy)butanoate